C(=O)(OCC1C2=CC=CC=C2C2=CC=CC=C12)N[C@@](CCC(=O)O)(C(=O)O)C(C)(C)C Fmoc-α-(t-butyl)-L-glutamic acid